CCCCCCCCC(CCCCCCCC)OC(CCCCCN(CCCCCC(=O)OC(CCCCCCCC)CCCCCCCC)C[C@@H](CN(CCO)CCO)O)=O (S)-bis(heptadecan-9-yl)-6,6'-((3-(bis(2-hydroxyethyl)amino)-2-hydroxypropyl)azanediyl)dihexanoate